FC1=C(CN2C(N(C(C=C2Cl)=O)CC2=NN(C=N2)C([2H])([2H])[2H])=O)C=C(C(=C1)F)F 1-(2,4,5-trifluorobenzyl)-6-chloro-3-((1-(2H3)methyl-1H-1,2,4-triazol-3-yl)methyl)pyrimidine-2,4(1H,3H)-dione